C([C@@H]1[C@H]([C@@H]([C@H]([C@H](O1)OP(=O)(O)O)O)O)O)OP(=O)(O)O glucose 1,6-diphosphate